5-hydroxy-5-bromo-uracil OC1(C(NC(N=C1)=O)=O)Br